(P)-3-amino-4-(3-hydroxy-2,6-dimethylphenyl)quinoline-2-carboxamide NC=1C(=NC2=CC=CC=C2C1C1=C(C(=CC=C1C)O)C)C(=O)N